N-(2-(6,6-dimethyl-4,5,6,7-tetrahydro-1H-indazol-3-yl)-1H-indol-6-yl)-3-(4-(2-(2,6-dioxopiperidin-3-yl)-1,3-dioxoisoindolin-5-yl)piperazin-1-yl)-N-methylpropanamide CC1(CCC=2C(=NNC2C1)C=1NC2=CC(=CC=C2C1)N(C(CCN1CCN(CC1)C=1C=C2C(N(C(C2=CC1)=O)C1C(NC(CC1)=O)=O)=O)=O)C)C